5-(4-chloro-2-fluorophenyl)-2,3-dimethyl-7-((2R)-2-(6-methyl-3-pyridyl)-4-morpholinyl)pyrido[4,3-d]pyrimidin-4(3H)-one ClC1=CC(=C(C=C1)C1=NC(=CC=2N=C(N(C(C21)=O)C)C)N2C[C@H](OCC2)C=2C=NC(=CC2)C)F